3-Bromo-2,5-difluorobenzaldehyde BrC=1C(=C(C=O)C=C(C1)F)F